4-(4-(6,8-diphenylimidazo[1,2-a]pyridin-2-yl)phenyl)but-3-en-2-one C1(=CC=CC=C1)C=1C=C(C=2N(C1)C=C(N2)C2=CC=C(C=C2)C=CC(C)=O)C2=CC=CC=C2